3-(5-(4-((1-(2,5-Dimethoxy-4-(2-methyl-1-oxo-1,2-dihydro-2,7-naphthyridin-4-yl)benzyl)piperidin-4-yl)oxy)piperidine-1-carbonyl)-2-methoxyphenyl)piperidine-2,6-dione COC1=C(CN2CCC(CC2)OC2CCN(CC2)C(=O)C=2C=CC(=C(C2)C2C(NC(CC2)=O)=O)OC)C=C(C(=C1)C1=CN(C(C2=CN=CC=C12)=O)C)OC